3-aminobenzene NC=1C=CC=CC1